1,1,1,3,3,3-Hexafluoropropan-2-yl (±)-1-(pyridin-3-ylcarbamoyl)-6-azaspiro[2.5]octan-6-carboxylat N1=CC(=CC=C1)NC(=O)[C@@H]1CC12CCN(CC2)C(=O)OC(C(F)(F)F)C(F)(F)F |r|